O1C2(OCC1)C=C1C(CSC1)=C2 1H,3H-spiro[cyclopenta[c]thiophene-5,2'-[1,3]dioxolane]